6-(3-chlorophenyl)-2-{[4-(4-methylpiperazin-1-yl)phenyl]amino}imidazo[1,2-a]pyrimido[5,4-e]pyrimidin-5(6H)-one ClC=1C=C(C=CC1)N1C=2N(C3=C(C1=O)C=NC(=N3)NC3=CC=C(C=C3)N3CCN(CC3)C)C=CN2